NCC=1C=NC(=NC1)C1=C(C=C(C#N)C=C1)OC1=NC(=NC(=C1)C1=NC=C(C=C1)F)C 4-[5-(aminomethyl)pyrimidin-2-yl]-3-[6-(5-fluoropyridin-2-yl)-2-methylpyrimidin-4-yl]oxybenzonitrile